1-(((1R,3s,5S)-8-((4-(Difluoromethoxy)phenyl)sulfonyl)-8-azabicyclo[3.2.1]octan-3-yl)amino)-2-methylpropan-2-ol FC(OC1=CC=C(C=C1)S(=O)(=O)N1[C@H]2CC(C[C@@H]1CC2)NCC(C)(O)C)F